C(C)OC(=O)C1=CC=C(C=C1)C1=CC(=C(C=C1)OCCCCOC(C)=O)Br 4'-(4-acetoxybutoxy)-3'-bromo-[1,1'-biphenyl]-4-carboxylic acid ethyl ester